C(C=C)(=O)N1CCC(CC1)(CC)C acryloyl-4-methyl-4-ethylpiperidine